phosphorus dimethoxide C[O-].C[O-].[P+2]